3-[4-[4-[[4-[(2R)-2-aminopropoxy]cyclohexyl]methyl]piperazin-1-yl]-3-methyl-anilino]piperidine-2,6-dione N[C@@H](COC1CCC(CC1)CN1CCN(CC1)C1=C(C=C(NC2C(NC(CC2)=O)=O)C=C1)C)C